C(CCCCCCC)NC(=O)NCCCCCCCCCC N-octyl-N'-decyl-urea